N-((S)-((R)-2'-iodo-6,6'-dimethyl-[1,1'-biphenyl]-2-yl)(3-methylbenzyl)-λ4-sulfaneylidene)benzamide IC1=C(C(=CC=C1)C)C1=C(C=CC=C1C)[S@@](=NC(C1=CC=CC=C1)=O)CC1=CC(=CC=C1)C